C(CCC)C1(CCCCCCCCCCC1)CCCC di(n-butyl)cyclododecane